NC1(CCN(CC1)C[C@H](NC([C@H](NC([C@H](NC(CNC[C@H](C)C1=CC=CC=C1)=O)CC1=CC=CC=C1)=O)CC(C)C)=O)CCCCN)C(=O)O 4-amino-1-((2R,5R,8R,14R)-2-(4-aminobutyl)-8-benzyl-5-isobutyl-4,7,10-trioxo-14-phenyl-3,6,9,12-tetraazapentadec-1-yl)piperidine-4-carboxylic acid